CC1(N(C[C@@H](C1)OC1OCCCC1)C(=O)OC)C(=O)[O-] methyl (4R)-2-methyl-4-tetrahydropyran-2-yloxy-pyrrolidine-1,2-dicarboxylate